ClC=1C=C2CCN(CC2=CC1)C(=O)C1=CC2=C(N=C(O2)C2C(NC(CC2)=O)=O)C=C1 3-(6-(6-chloro-1,2,3,4-tetrahydroisoquinoline-2-carbonyl)benzo[d]oxazol-2-yl)piperidine-2,6-dione